cyclopropyl-sodium C1(CC1)[Na]